[N+](=O)([O-])C1=CC=C(S1)C=CC(=O)N 3-(5-nitrothien-2-yl)acrylamide